2-(4-(4-(aminomethyl)-1-oxo-1,2-dihydrophthalazin-6-yl)-1-methyl-1H-pyrazol-5-yl)-3-fluoro-3,4-dihydronaphthalene-1-carbonitrile NCC1=NNC(C2=CC=C(C=C12)C=1C=NN(C1C1=C(C2=CC=CC=C2CC1F)C#N)C)=O